BrC=1C=CN(C1)CCCNC(=O)OC(C)(C)C 4-bromo-1-(3-((tert-butoxycarbonyl)amino)propyl)-1H-pyrrole